1,2-bis((5-methyl-5-(4-methylbenzyl)tetrahydrofuran-2-yl)oxy)ethane tert-butyl-(±)-1-fluoro-5-methylene-6,7,8,9-tetrahydro-5H-6,9-epiminocyclohepta[c]pyridine-10-carboxylate C(C)(C)(C)OC(=O)N1C2C(C3=C(C(=NC=C3)F)C1CC2)=C.CC2(CCC(O2)OCCOC2OC(CC2)(C)CC2=CC=C(C=C2)C)CC2=CC=C(C=C2)C